N,N-dimethylheptacosane-18,21-dien-10-amine CN(C(CCCCCCCCC)CCCCCCCC=CCC=CCCCCC)C